N-(2,6-dioxo-3-piperidinyl)-3-azetidinecarboxamide O=C1NC(CCC1NC(=O)C1CNC1)=O